NC1=NC=CC=C1C1=NC=2C(=NC(=CC2)C2=CC=CC=C2)N1C1=CC=C(CN(C2=CC(=C(C=O)C=C2)O)C)C=C1 4-((4-(2-(2-Aminopyridin-3-yl)-5-phenyl-3H-imidazo[4,5-b]pyridin-3-yl)benzyl)(methyl)amino)-2-hydroxybenzaldehyde